NC1=C(C=CC=C1)NC(C(C1=CC=CC=C1)N1C=NN2C(C1=O)=CC(=C2)C2=CC=C(C=C2)C2CCN(CC2)C)=O N-(2-aminophenyl)-2-(6-(4-(1-methylpiperidin-4-yl)phenyl)-4-oxopyrrolo[2,1-f][1,2,4]-triazin-3(4H)-yl)-2-phenylacetamide